FC([C@H]1N(C(OC1)=C=O)C=1N=C2N(C[C@H](OC3=C2C=CC(=C3)N[C@H](C(=O)N)C)C)C1)F (S)-2-(((R)-2-((S)-4-(difluoromethyl)-2-carbonyloxazolidin-3-yl)-6-methyl-5,6-dihydrobenzo[f]imidazo[1,2-d][1,4]oxazepin-9-yl)amino)propanamide